NC1(CN(CC1)C1=C(C=NC=C1C1=NC2=C(N1)C=CC=C2F)C=2C=C(C=CC2)N2C(OCC2)=O)C 3-{3-[4-(3-amino-3-methylpyrrolidin-1-yl)-5-(4-fluoro-1H-1,3-benzodiazol-2-yl)pyridin-3-yl]phenyl}-1,3-oxazolidin-2-one